ClC1=C(C=C2C(=C(N(C2=C1F)C)C=1NC(=NN1)C(COC)O)C=1C=NNC1)OC 1-(5-(6-chloro-7-fluoro-5-methoxy-1-methyl-3-(1H-pyrazol-4-yl)-1H-indol-2-yl)-4H-1,2,4-triazol-3-yl)-2-methoxyethan-1-ol